(R)-2-(1,2,2-trimethyl-3-cyclopentenyl)-2-oxoethyl (R)-2-methylbutyrate C[C@@H](C(=O)OCC(=O)[C@]1(C(C=CC1)(C)C)C)CC